N1(CCCC1)CCNC1=NC=2N(C(=N1)C1=CN(C3=CC=CC=C13)C)N=CC2 2-(2-pyrrolidinylethylamino)-4-(1-methylindol-3-yl)pyrazolo[1,5-a][1,3,5]triazine